(S)-4'-((tert-butoxycarbonyl)amino)-3'-methyl-4'H,6'H-spiro[piperidine-4,5'-pyrrolo[1,2-b]Pyrazole] C(C)(C)(C)OC(=O)N[C@H]1C2(CN3N=CC(=C31)C)CCNCC2